COC(=O)C12C3C4C5(C3C1C5C24)NC(=O)OC(C)(C)C 4-(tert-butoxycarbonylamino)cubane-1-carboxylic acid methyl ester